N-(4-bromo-2-(4-fluorophenylmethyl)-2H-indazol-6-yl)-2-(2-chlorophenyl)acetamide BrC=1C2=CN(N=C2C=C(C1)NC(CC1=C(C=CC=C1)Cl)=O)CC1=CC=C(C=C1)F